BrC=1C=C2C(NC(N(C2=CC1C1CC1)C1=C(C=CC=C1)C1CC1)=O)=O 6-Bromo-7-cyclopropyl-1-(2-cyclopropylphenyl)quinazoline-2,4(1H,3H)-dione